BrC1=C(C=C2C(=NC(=NC2=C1F)OC[C@H]1N(CCC1)C)N1C[C@H]2CC[C@@H](C1)N2C(=O)OC(C)(C)C)Cl tert-butyl (1R,5S)-3-(7-bromo-6-chloro-8-fluoro-2-(((S)-1-methylpyrrolidin-2-yl)methoxy)quinazolin-4-yl)-3,8-diazabicyclo[3.2.1]octane-8-carboxylate